N(=C=O)CCCCCCCCCCOC(C=CC1(NC=CC(=C1)B1OC(C(O1)(C)C)(C)C)OCC1CC1)=O 2-(cyclopropylmethoxy)-4-(4,4,5,5-tetramethyl-1,3,2-dioxaborolan-2-yl)pyridineAcrylic Acid-10-isocyanato-decyl Ester